C(=O)C1=CC=C(S1)C=1C=C(C=CC1)C1(CC1)NC(OC(C)(C)C)=O tert-Butyl (1-(3-(5-formylthiophen-2-yl) phenyl) cyclopropyl)carbamate